FC1=CC(=C(C=C1)CO)C (4-fluoro-2-methyl-phenyl)-methanol